Bis(di-tert-butylphosphino)methan C(C)(C)(C)P(C(C)(C)C)CP(C(C)(C)C)C(C)(C)C